C(C1=CC=CC=C1)N1CC2C(C1)COC2 5-Benzylhexahydro-1H-furo[3,4-c]pyrrole